4-(8-(4-fluorophenyl)-1-oxo-1,2,3,4-tetrahydropyrrolo[1,2-a]pyrazin-7-yl)furo[3,4-b]pyridin-5(7H)-one FC1=CC=C(C=C1)C=1C(=CN2C1C(NCC2)=O)C2=C1C(=NC=C2)COC1=O